C(C=C)(=O)N1C[C@@H](N(CC1)C1=NC(N2C3=C(C(=C(C=C13)Cl)C1=C(C=CC=C1O)F)OC[C@@H]2CN2CCOCC2)=O)C (3S,10R)-7-((S)-4-acryloyl-2-methylpiperazin-1-yl)-9-chloro-10-(2-fluoro-6-hydroxyphenyl)-3-(morpholinomethyl)-2,3-dihydro-5H-[1,4]oxazino[2,3,4-ij]quinazolin-5-one